2-(4'-chlorophenyl)aniline ClC1=CC=C(C=C1)C1=C(N)C=CC=C1